[1-pyrrolidinyl]-2-propen-1-one N1(CCCC1)C(C=C)=O